N[C@]1(CC[C@@H](OC1)C(=O)N1[C@H](C2=CC=CC=C2CC1)C1=CC=C(C=C1)F)COC ((2R,5R)-5-amino-5-(methoxymethyl)tetrahydro-2H-pyran-2-yl)((S)-1-(4-fluorophenyl)-3,4-dihydroisoquinolin-2(1H)-yl)methanone